OC1=C(C=CC(=C1)C)C(C(C)C1=C(C=C(C=C1)C)O)C 2-[3-(2-Hydroxy-4-methylphenyl)butan-2-yl]-5-methylphenol